FC=1C=C(C=C(C1)[N+](=O)[O-])C(C(=O)N)O (3-fluoro-5-nitrophenyl)-2-hydroxyacetamide